1-(2,2-dimethylmorpholino)-2-iodoethan-1-one CC1(OCCN(C1)C(CI)=O)C